C(C)(=O)OCC(C)(C1=CC=CC=C1)C=1N=C(NC1)C1=C(C=CC(=C1)OC=1C(=C2C=CNC2=CC1F)F)F 2-(2-(5-((4,6-difluoro-1H-indol-5-yl)oxy)-2-fluorophenyl)-1H-imidazol-4-yl)-2-phenylpropyl acetate